2-(Cyclobutylmethyl)-6-isopropylaniline C1(CCC1)CC1=C(N)C(=CC=C1)C(C)C